C(#N)CC1=NN(C2=C1C=NC(=C2)C=2C=NN1C2N=CC=C1)C1=C(C=C(CNS(=O)(=O)C)C=C1)OC N-(4-(3-(cyanomethyl)-6-(pyrazolo[1,5-a]pyrimidin-3-yl)-1H-pyrazolo[4,3-c]pyridin-1-yl)-3-methoxybenzyl)methanesulfonamide